BrC1=CC=C(C(=N1)C[C@@]1(C[C@H](N(CC1)C(C)C1=C(C(=CC=C1)Cl)F)C)C(=O)OC)F methyl (2R,4R)-4-((6-bromo-3-fluoropyridin-2-yl) methyl)-1-(1-(3-chloro-2-fluorophenyl) ethyl)-2-methylpiperidine-4-carboxylate